ClC1=C(C=C(C=C1N1[C@H](CN(CC1)CC(=O)N1CCOCC1)C)C#N)NC1=NC=2N(C(=N1)NC1CC1)N=CC2C#N (S)-2-((2-chloro-5-cyano-3-(2-methyl-4-(2-morpholino-2-oxoethyl)piperazin-1-yl)phenyl)amino)-4-(cyclopropylamino)pyrazolo[1,5-a][1,3,5]triazine-8-carbonitrile